IC1C(N(C=2N(CC1)N=C(C2)C2CCOCC2)C)=O 6-iodo-4-methyl-2-(tetrahydro-2H-pyran-4-yl)-7,8-dihydro-4H-pyrazolo[1,5-a][1,3]diazepin-5(6H)-one